ClC1=NC(=C(C=2N=C(N=C(C21)N2CC(CCC2)C#N)SC)F)Cl 1-(5,7-dichloro-8-fluoro-2-(methylthio)pyrido[4,3-d]pyrimidin-4-yl)piperidine-3-carbonitrile